C12CC(CC2C1)OC1=C(C=CC=C1)[N+](=O)[O-] bicyclo[3.1.0]hexan-3-yloxynitrobenzene